FC(C1=C2C(=NC=C1)C=C(S2)C(=O)O)F 7-(difluoromethyl)thieno[3,2-b]pyridine-2-carboxylic acid